5-(3-chloro-4-fluorophenyl)-N-(4-((4-ethylpiperazin-1-yl)methyl)phenyl)-4-methoxy-7H-pyrrolo[2,3-d]pyrimidin-2-amine ClC=1C=C(C=CC1F)C1=CNC=2N=C(N=C(C21)OC)NC2=CC=C(C=C2)CN2CCN(CC2)CC